4-(2-acryloyl-2,6-diazaspiro[3.4]octan-6-yl)-6-(5-methyl-1H-benzo[d]imidazol-4-yl)pyrimidine-5-carbonitrile C(C=C)(=O)N1CC2(C1)CN(CC2)C2=NC=NC(=C2C#N)C2=C(C=CC=1NC=NC12)C